NC1=CC=C(C=NC2=C(C=C(C=C2)N)O)C=C1 2-[(4-aminobenzylidene)amino]-5-aminophenol